ethyl 3-(benzylthio)-4-cyanobenzoate C(C1=CC=CC=C1)SC=1C=C(C(=O)OCC)C=CC1C#N